C1(CCCC1)C1N(CCNC1)C1=NC(=NC2=CC(=C(C=C12)OC)OCCCN1CCCC1)N(C)C 4-(Cyclopentylpiperazin-1-yl)-6-methoxy-N,N-dimethyl-7-(3-(pyrrolidin-1-yl)propoxy)quinazolin-2-amine